C[C@@]12[C@H](CC[C@H]1[C@@H]1CCC=3C(=C(C(=CC3[C@H]1CC2)[2H])O)[2H])O (8R,9S,13S,14S,17S)-13-methyl-7,8,9,11,12,13,14,15,16,17-decahydro-6H-cyclopenta[a]phenanthrene-2,4-d2-3,17-diol